1-ethyl-3-[2-fluoro-6-(propylamino)pyridin-3-yl]-N-[(3S)-2-oxo-5-phenyl-1,3-dihydro-1,4-benzodiazepine-3-Yl]pyrazole-4-carboxamide C(C)N1N=C(C(=C1)C(=O)N[C@@H]1C(NC2=C(C(=N1)C1=CC=CC=C1)C=CC=C2)=O)C=2C(=NC(=CC2)NCCC)F